n-(2-formylphenyl)benzamide C1=CC=C(C=C1)C(=O)NC2=CC=CC=C2C=O